methyl (R)-6-chloro-3-((1-(2-(3-fluorophenyl)-3,6-dimethyl-4-oxo-3,4-dihydroquinazolin-8-yl)ethyl)amino)picolinate ClC1=CC=C(C(=N1)C(=O)OC)N[C@H](C)C=1C=C(C=C2C(N(C(=NC12)C1=CC(=CC=C1)F)C)=O)C